[2-amino-4-(trifluoromethoxy)phenyl]-[4-(2-cyclohexyl-5H-pyrrolo[2,3-b]pyrazin-7-yl)-1-piperidyl]methanone NC1=C(C=CC(=C1)OC(F)(F)F)C(=O)N1CCC(CC1)C1=CNC2=NC=C(N=C21)C2CCCCC2